O=C1NC(CCC1C1=NN(C2=C(C=CC=C12)N1CCN(CC1)C[C@H]1[C@@H](CN(CC1)C(=O)OC(C)(C)C)C)C)=O tert-butyl (3s,4r)-4-((4-(3-(2,6-dioxopiperidin-3-yl)-1-methyl-1H-indazol-7-yl) piperazin-1-yl) methyl)-3-methylpiperidine-1-carboxylate